NC1=CC=C(OC2=CC=C(C=C2)S(=O)(=O)C2=CC=C(C=C2)OC2=CC=C(C=C2)N)C=C1 bis[4-(4-Aminophenoxy) phenyl] sulfone